7-((trifluoromethylsulfonyl)oxy)-3,4-dihydrobenzofuran FC(S(=O)(=O)OC=1C=CCC2CCOC21)(F)F